6-((2-(pyrrolidin-1-yl)ethyl)amino)nicotinic acid N1(CCCC1)CCNC1=NC=C(C(=O)O)C=C1